C(C)(C)(C)OCCC#CCCCCC 1-(t-butoxy)-3-nonyne